C(C)(C)(C)OC(=O)N[C@@H](C(=O)OCC1=CC=CC=C1)CC(N1CCCC1)=O benzyl (R)-2-((tert-butoxycarbonyl)amino)-4-oxo-4-(pyrrolidin-1-yl)butanoate